C(C)(C)(C)OC(=O)NCC1CCC(CC1)C(=O)O (1r,4r)-4-((tert-butoxycarbonylamino)methyl)cyclohexanecarboxylic acid